P(O)(O)(O)=O racemic-phosphoric acid